S1C(=NC2=C1C=CC=C2)C(CC=2C=C(C(=N)N)C=CC2)NS(=O)(=O)C2=CC(=CC=C2)C(=O)N2CCOCC2 3-[2-(1,3-benzothiazol-2-yl)-2-[[3-(morpholine-4-carbonyl)phenyl]sulfonylamino]ethyl]benzamidine